7-Bromo-3,3-difluoro-1-methyl-5-phenyl-1,3-dihydro-2H-benzo[b]azepin-2-one BrC1=CC2=C(N(C(C(C=C2C2=CC=CC=C2)(F)F)=O)C)C=C1